N1=C(C=NC=C1)C(C)N1CCC1 1-[1-(pyrazin-2-yl)ethyl]azetidin